CC1=C(C(NC(=C1)C)=O)CNC(=O)C=1C(=C(C=C(C1)C=1C=NC(=CC1)C=O)N(C1CCC(CC1)NC(OC(C)(C)C)=O)C)C tert-butyl ((1s,4s)-4-((3-(((4,6-dimethyl-2-oxo-1,2-dihydropyridin-3-yl)methyl)carbamoyl)-5-(6-formylpyridin-3-yl)-2-methylphenyl)(methyl)-amino)cyclohexyl)carbamate